N-methyl-L-tert-butylglycine CN[C@@H](C(C)(C)C)C(=O)O